ClC=1C=C(C=CC1C#N)N1CC2(C[C@H]1C)CCN(CC2)C2=CC=C(C(=O)N1CCC(CC1)N1CCN(CC1)C1=CC(=C(C(=O)N[C@H]3C(NC(CC3)=O)=O)C=C1)F)C=C2 4-(4-(1-(4-((R)-2-(3-Chloro-4-cyanophenyl)-3-methyl-2,8-diazaspiro[4.5]decan-8-yl)benzoyl)piperidin-4-yl)piperazin-1-yl)-N-((R)-2,6-dioxopiperidin-3-yl)-2-fluorobenzamide